N1C(=NC=2C=NC=CC21)C=2C=C(C=CC2)NC2=NC=C(C=N2)C=2N=NC=CC2 N-(3-{1H-imidazolo[4,5-c]pyridin-2-yl}phenyl)-5-(pyridazin-3-yl)pyrimidin-2-amine